(S)-1-(3-((4-(morpholinomethyl)-6-((5-(5-(pyridin-2-yl)-1,3,4-oxadiazol-2-yl)thiazol-2-yl)amino)pyridin-2-yl)amino)piperidin-1-yl)prop-2-en-1-one O1CCN(CC1)CC1=CC(=NC(=C1)NC=1SC(=CN1)C=1OC(=NN1)C1=NC=CC=C1)N[C@@H]1CN(CCC1)C(C=C)=O